C(C)N1CCN(CC1)C1=C(C=C(C=C1)C(=O)N1CCC(CC1)C1=CC=C(C=C1)OC=1N=NC(=CC1)C(F)(F)F)NS(=O)(=O)CCC1=CC=CC=C1 N-(2-(4-ethylpiperazin-1-yl)-5-(4-(4-((6-(trifluoromethyl)pyridazin-3-yl)oxy)phenyl)-piperidine-1-carbonyl)phenyl)-2-phenylethane-1-sulfonamide